2,7,7,9,15-pentamethyl-4,13-dioxo-3,14-dioxa-5,12-diazahexadecane CC(C)OC(NCC(CC(CCNC(OC(C)C)=O)C)(C)C)=O